cyclobutyl-4-hydroxybenzamide C1(CCC1)C1=C(C(=O)N)C=CC(=C1)O